5-cyano-2-(4,4-difluoroazepan-1-yl)-6-methylnicotinamide C(#N)C=1C(=NC(=C(C(=O)N)C1)N1CCC(CCC1)(F)F)C